(R)-(2-(benzofuran-3-yl)-1-(2-oxopropanamido)ethyl)boronic acid O1C=C(C2=C1C=CC=C2)C[C@H](NC(C(C)=O)=O)B(O)O